Tert-butyl 4-formylindoline-1-carboxylate C(=O)C1=C2CCN(C2=CC=C1)C(=O)OC(C)(C)C